3-(2-benzimidazolyl)-7-diethylaminocoumarin N1=C(NC2=C1C=CC=C2)C=2C(OC1=CC(=CC=C1C2)N(CC)CC)=O